FC(C(=O)O)(F)F.NCC(CN1N=CN(C1=O)C=1C=C(C(=NC1)N1C(CCC2=CC=CC(=C12)C)=O)C)=C(F)F [5-[1-[2-(aminomethyl)-3,3-difluoro-allyl]-5-oxo-1,2,4-triazol-4-yl]-3-methyl-2-pyridinyl]-8-methyl-3,4-dihydro-1H-quinolin-2-one trifluoroacetate